S1C=NC2=C1C=C(C=C2)C2=CC=NC(N2C(C)C2=CC(=CC=C2)OCC2CN(CCC2)C)C 6-(1,3-benzothiazol-6-yl)-2-methyl-N-(1-{3-[(1-methylpiperidin-3-yl)methoxy]phenyl}ethyl)pyrimidin